OC(C)C.[K] potassium 2-hydroxypropane